phenyl-(triphenylen-2-yl)methanone C1(=CC=CC=C1)C(=O)C1=CC=2C3=CC=CC=C3C3=CC=CC=C3C2C=C1